6-{[(1R)-1-(4-chlorophenyl)-1-(cyclopropylmethoxy)-5-(2-hydroxypropan-2-yl)-3-oxo-2,3-dihydro-1H-isoindol-2-yl]methyl}pyridine-3-carbonitrile ClC1=CC=C(C=C1)[C@@]1(N(C(C2=CC(=CC=C12)C(C)(C)O)=O)CC1=CC=C(C=N1)C#N)OCC1CC1